ethyl (triphenylphosphoranylidene)acetate C1(=CC=CC=C1)P(C1=CC=CC=C1)(C1=CC=CC=C1)=CC(=O)OCC